FC1=CC=C(C=C1)C=1N(C=2C(=NC=C(N2)C(=O)O)N1)C 2-(4-fluorophenyl)-3-methylimidazo[4,5-b]Pyrazine-5-carboxylic acid